N[C@@H](C(=O)O)CCCCC D-2-aminoheptanoic acid